4-(4-morpholinyl)benzyl alcohol N1(CCOCC1)C1=CC=C(CO)C=C1